2-(2,2-Difluoroethyl)-2-azaspiro[3.3]heptan-6-yl (8-amino-7-fluoro-6-(4-methyl-5,6,7,8-tetrahydro-1,5-naphthyridin-3-yl)isoquinolin-3-yl)carbamate NC=1C(=C(C=C2C=C(N=CC12)NC(OC1CC2(CN(C2)CC(F)F)C1)=O)C=1C=NC=2CCCNC2C1C)F